7-Bromo-6-chloro-3-cyano-8-fluoro-2-(2-methyl-1,2,3,4-tetrahydroisoquinolin-5-yl)quinoline BrC1=C(C=C2C=C(C(=NC2=C1F)C1=C2CCN(CC2=CC=C1)C)C#N)Cl